BrC1=C(C=CC=C1)NC1=NC(=NC=C1C(=O)N)NC1=C(C=C2CCN(CC2=C1)C(COC)=O)OC 4-[(2-bromophenyl)amino]-2-{[6-methoxy-2-(methoxyacetyl)-1,2,3,4-tetrahydroisoquinolin-7-yl]amino}pyrimidine-5-carboxamide